NC1=CC=C2C(=N1)CCC2NC([C@H](C)NC(=O)[C@@H]2NC[C@H](C2)CC2=CC(=CC=C2)Cl)=O (2R,4S)-N-((2S)-1-((2-amino-6,7-dihydro-5H-cyclopenta[b]pyridin-5-yl)amino)-1-oxopropan-2-yl)-4-(3-chlorobenzyl)pyrrolidine-2-carboxamide